ClC1=C(C(N)=S)C=CC(=C1)OC 2-chloro-4-methoxybenzothioamide